2-(3-methoxy-4-((4-((tetrahydro-2H-pyran-4-yl)amino)-5-(trifluoromethyl)-7H-pyrrolo[2,3-d]pyrimidin-2-yl)amino)phenyl)-1,2-thiazinane 1,1-dioxide COC=1C=C(C=CC1NC=1N=C(C2=C(N1)NC=C2C(F)(F)F)NC2CCOCC2)N2S(CCCC2)(=O)=O